NC1=NC(=C(C=2C1=CN(N2)CC2=NC(=CC=C2)C)C2=NC=NC=C2)C2=C(C#N)C=CC=C2 (4-amino-2-((6-methylpyridin-2-yl)methyl)-7-(pyrimidin-4-yl)-2H-pyrazolo[4,3-c]pyridin-6-yl)benzonitrile